C(C)C1=C(C=C(C(=C1)O)F)C1=CC=C2C(=NNC2=C1)C=1NC=C(N1)CNC(=O)N1C[C@@H](CC1)O (R)-N-((2-(6-(2-ethyl-5-fluoro-4-hydroxyphenyl)-1H-indazol-3-yl)-1H-imidazol-4-yl)methyl)-3-hydroxypyrrolidine-1-carboxamide